6-(4-(4-cyanophenyl)-5-hydroxy-1H-pyrazol-1-yl)nicotinic acid ethyl ester C(C)OC(C1=CN=C(C=C1)N1N=CC(=C1O)C1=CC=C(C=C1)C#N)=O